ethyl 2-[(3-bromopyridin-2-yl)(hydroxy)methyl]prop-2-enoate BrC=1C(=NC=CC1)C(C(C(=O)OCC)=C)O